COC1=CC=C2C(C(COC2=C1)(C)C)=O 7-methoxy-3,3-dimethylchroman-4-one